tert-Butyl (2-((3-amino-5-bromopyridin-2-yl)oxy)ethyl)(methyl)carbamate NC=1C(=NC=C(C1)Br)OCCN(C(OC(C)(C)C)=O)C